5'-inosinate disodium (I) [Na+].[Na+].[C@@H]1([C@H](O)[C@H](O)[C@@H](C(O)C(=O)[O-])O1)N1C=NC=2C(O)=NC=NC12.[C@@H]1([C@H](O)[C@H](O)[C@@H](C(O)C(=O)[O-])O1)N1C=NC=2C(O)=NC=NC12